(2R,4R)-1-(3-chloro-2-fluorobenzyl)-4-((6-chloro-3-fluoro-4-(prop-1-en-2-yl)pyridin-2-yl)methyl)-2-methylpiperidine-4-carboxylic acid tert-butyl ester C(C)(C)(C)OC(=O)[C@]1(C[C@H](N(CC1)CC1=C(C(=CC=C1)Cl)F)C)CC1=NC(=CC(=C1F)C(=C)C)Cl